OC1=C(C(N(C=C1)C)=O)NC(N[C@@H](CC(=O)OCC)C=1C=C(C(=CC1)F)C1=C(C=CC=C1F)F)=O ethyl (S)-3-(3-(4-hydroxy-1-methyl-2-oxo-1,2-dihydropyridin-3-yl)ureido)-3-(2',6,6'-trifluorobiphenyl-3-yl)propanoate